1,5-Dimethyl-3-(3-(pyridin-2-yl)phenyl)-pyrazol-4-ol CN1N=C(C(=C1C)O)C1=CC(=CC=C1)C1=NC=CC=C1